(2-(2,6-dioxopiperidin-3-yl)-6-fluoro-1,3-dioxoisoindolin-5-yl)glycine O=C1NC(CCC1N1C(C2=CC(=C(C=C2C1=O)NCC(=O)O)F)=O)=O